Cl.BrC=1C=C2CCNCC2=C(C1)OC 6-bromo-8-methoxy-1,2,3,4-tetrahydroisoquinoline-hydrochloride salt